(1,2-dimethyl-1H-imidazol-4-yl)boric acid CN1C(=NC(=C1)OB(O)O)C